(1-(6-chloro-1-(3-(methyl)phenyl)-1H-indazol-3-yl)ethyl)-3-(6-methoxypyridin-3-yl)-1H-pyrazolo[3,4-d]pyrimidin-4-amine ClC1=CC=C2C(=NN(C2=C1)C1=CC(=CC=C1)C)C(C)N1N=C(C=2C1=NC=NC2N)C=2C=NC(=CC2)OC